(3aS,12bR)-8-fluoro-10-methoxy-11-(3-methoxypropoxy)-3,3-dimethyl-7-oxo-1,2,3,3a,7,12b-hexahydrocyclopenta[C]pyrido[2,1-a]isoquinoline-6-carboxylic acid FC=1C(C(=CN2C1C=1C=C(C(=CC1[C@@H]1[C@H]2C(CC1)(C)C)OCCCOC)OC)C(=O)O)=O